BrC1=NC(=NN1)C(=O)O 5-bromo-1H-1,2,4-triazole-3-carboxylic acid